(R)-4-((S)-6-([1,1'-biphenyl]-4-carbonyl)-5-azaspiro[2.4]heptan-5-yl)-3-(cyclopentylmethyl)-N-hydroxy-4-oxobutanamide C1(=CC=C(C=C1)C(=O)[C@H]1N(CC2(CC2)C1)C([C@@H](CC(=O)NO)CC1CCCC1)=O)C1=CC=CC=C1